5-fluoro-2-hydroxy-benzaldehyde FC=1C=CC(=C(C=O)C1)O